NC=1C(=NC(=C(N1)C=1OC(=CC1)C)C1=CN(C(C=C1)=O)C)CNC(C1=C(C=CC=C1F)F)=O N-((3-amino-6-(1-methyl-6-oxo-1,6-dihydropyridin-3-yl)-5-(5-methylfuran-2-yl)pyrazin-2-yl)methyl)-2,6-difluorobenzamide